FC1=CC=C(C=C1)C1(CC1)C1=NOC(=N1)CC(C(=O)O)=C 2-((3-(1-(4-fluorophenyl)cyclopropyl)-1,2,4-oxadiazol-5-yl)methyl)acrylic acid